N-(2-hydroxy-pyrimidin-5-yl)-acetamide OC1=NC=C(C=N1)NC(C)=O